(1-(5-aminopyridin-2-yl) azetidin-3-yl) carbamate C(N)(OC1CN(C1)C1=NC=C(C=C1)N)=O